C(#N)C=1C=C(C=CC1N1CCCC1)C1=CC(C(=CN1C1=CC2=C(N=C(O2)N2[C@H](CCC2)COC)C=C1)C(=O)O)=O (R)-6-(3-cyano-4-(pyrrolidin-1-yl)phenyl)-1-(2-(2-(methoxymethyl)pyrrolidin-1-yl)benzo[d]Oxazol-6-yl)-4-oxo-1,4-dihydropyridine-3-carboxylic acid